(1S,3S,4R)-3,4-dihydroxycyclohexane-1-carboxylic acid O[C@H]1C[C@H](CC[C@H]1O)C(=O)O